ClC1=C(N=C2N(C1=O)C=C(N=C2C2=CC=C(C#N)C=C2)[C@@H]2C[C@@H](OCC2)C=2C=NN(C2)C)C 4-(3-chloro-2-methyl-7-((2R,4S)-2-(1-methyl-1H-pyrazol-4-yl)tetrahydro-2H-pyran-4-yl)-4-oxo-4H-pyrazino[1,2-a]pyrimidin-9-yl)benzonitrile